O[C@@H](CO)C1=C2N=CC=NC2=C(C=C1CNC(OC(C)(C)C)=O)C1=CC=C(C=C1)OC(F)(F)F tert-butyl (R)-((5-(1,2-dihydroxyethyl)-8-(4-(trifluoromethoxy)phenyl)quinoxalin-6-yl)methyl)carbamate